4-Amino-N-(4-methoxyphenyl)-2-(4-(quinolin-2-yl)piperazin-1-yl)pyrimidine-5-carboxamide NC1=NC(=NC=C1C(=O)NC1=CC=C(C=C1)OC)N1CCN(CC1)C1=NC2=CC=CC=C2C=C1